3-[2-(2,3-dihydroxypropyl-sulfanyl)phenyl]sulfanylpropane-1,2-diol OC(CSC1=C(C=CC=C1)SCC(CO)O)CO